6-fluoro-8-(4-methoxyphenyl)-3,4-dihydrobenzo[e][1,2,3]oxathiazine 2,2-dioxide FC=1C=C(C2=C(CNS(O2)(=O)=O)C1)C1=CC=C(C=C1)OC